[Cr].[Pb].[As].[Hg].[Cd] cadmium-mercury-arsenic-lead-chromium